[(3S)-tetrahydrofuran-3-yl]methanamine O1C[C@@H](CC1)CN